C(=O)O[C@@H]1[C@H](CCC1)NC1=NC=2C=C(C(=CC2C2=C1CCC2)OC)OCCCN2CCCC2 (1S,2S)-2-({8-methoxy-7-[3-(pyrrolidin-1-yl)propoxy]-1H,2H,3H-cyclopenta[c]quinolin-4-yl}amino)cyclopentan-1-ol formate